S(=O)(=O)(OC=1C=C2C(=CNC2=CC1)/C(=C/C=1C=NC=CC1)/C#N)[O-].[Na+] sodium (Z)-3-(1-cyano-2-(pyridin-3-yl)vinyl)-1H-indol-5-yl sulfate